COC[Hf] methoxymethyl-hafnium